(+/-)-tert-butyl (3S,4R)-3-fluoro-4-((2-iodo-1-(2,2,2-trifluoroethyl)-1H-indol-4-yl)amino)piperidine-1-carboxylate F[C@H]1CN(CC[C@H]1NC1=C2C=C(N(C2=CC=C1)CC(F)(F)F)I)C(=O)OC(C)(C)C |r|